(-)-(5-{[2-(4-chlorophenyl)imidazo[1,2-a]pyridin-3-yl]methyl}-2,5-diazabicyclo[2.2.2]oct-2-yl)(cyclopentyl)methanone ClC1=CC=C(C=C1)C=1N=C2N(C=CC=C2)C1CN1C2CN(C(C1)CC2)C(=O)C2CCCC2